1-cyclopropyl-6-fluoro-7-(3-methyl-4-acetylpiperazin-1-yl)-3-(4-fluorocinnamoyl)-8-methoxy-quinolin-4(1H)-one C1(CC1)N1C=C(C(C2=CC(=C(C(=C12)OC)N1CC(N(CC1)C(C)=O)C)F)=O)C(C=CC1=CC=C(C=C1)F)=O